(R)-β-amino-4-(3-methylphenyl)-butyric acid N[C@@H](CC(=O)O)CC1=CC(=CC=C1)C